3-[(R*)-1-((S)-8-benzyloxy-2,3-dihydrobenzo[1,4]dioxin-2-ylmethyl)piperidin-3-yl]phenol C(C1=CC=CC=C1)OC1=CC=CC2=C1O[C@H](CO2)CN2C[C@H](CCC2)C=2C=C(C=CC2)O |o1:21|